2-Bromo-1-cyclohexene-1-carbaldehyde BrC1=C(CCCC1)C=O